C(C)(C)(C)OC(=O)N1CC(C(C1)=O)(F)F 3,3-difluoro-4-oxo-pyrrolidine-1-carboxylic acid tert-butyl ester